3-(4-tert-butylphenyl)propanoic acid C(C)(C)(C)C1=CC=C(C=C1)CCC(=O)O